1-(o-tolylcarbamothioyl)-3-[4-[3-[1-[4-(trifluoromethoxy)phenyl]-1H-1,2,4-triazol-3-yl]phenyl]butyl]urea C1(=C(C=CC=C1)NC(=S)NC(=O)NCCCCC1=CC(=CC=C1)C1=NN(C=N1)C1=CC=C(C=C1)OC(F)(F)F)C